4-[3-[4-(7,7-Dimethyl-5,9-dioxa-2-azaspiro[3.5]nonan-2-yl)-2,6-dimethylbenzoyl]-2,4-dihydro-1,3-benzoxazin-8-yl]-5-fluoro-2-(3-oxa-8-azabicyclo[3.2.1]octan-8-yl)benzoic acid CC1(COC2(CN(C2)C2=CC(=C(C(=O)N3COC4=C(C3)C=CC=C4C4=CC(=C(C(=O)O)C=C4F)N4C3COCC4CC3)C(=C2)C)C)OC1)C